The molecule is uridine bearing an additional carboxy(hydroxy)methyl substituent at position 5. It is a member of uridines and a 2-hydroxy monocarboxylic acid. C1=C(C(=O)NC(=O)N1[C@H]2[C@@H]([C@@H]([C@H](O2)CO)O)O)C(C(=O)O)O